8-isopropoxy-quinazolin-2-amine C(C)(C)OC=1C=CC=C2C=NC(=NC12)N